C12C(CC(CC1)C2)C(C(=O)O)F bicyclo[2.2.1]heptan-2-yl(fluoro)acetic acid